tert-butyl (S)-4-(4-((2,6-dioxopiperidin-3-yl)oxy)-2-oxopyridin-1(2H)-yl)piperidine-1-carboxylate O=C1NC(CC[C@@H]1OC1=CC(N(C=C1)C1CCN(CC1)C(=O)OC(C)(C)C)=O)=O